5-(2,5-dioxotetrahydro-3-furanyl)-5-methyl-3a,4,5,9b-tetrahydronaphtho[1,2-c]furan-1,3-dione O=C1OC(CC1C1(CC2C(C(OC2=O)=O)C2=CC=CC=C12)C)=O